3-[[6-(3-fluoro-1H-indol-6-yl)-5-methyl-pyridazin-3-yl]amino]-1-methyl-cyclobutanol FC1=CNC2=CC(=CC=C12)C1=C(C=C(N=N1)NC1CC(C1)(O)C)C